C(C)C1=C(C=C(C(=C1)O)F)C1=CC=C2C(=NNC2=C1)C1=NC2=C(N1)CN(C2)C(=O)C2CCN(CC2)C (2-(6-(2-ethyl-5-fluoro-4-hydroxyphenyl)-1H-indazol-3-yl)pyrrolo[3,4-d]imidazol-5(1H,4H,6H)-yl)(1-methylpiperidin-4-yl)methanone